3-chloro-1-(3-chloro-2-pyridinyl)-1H-pyrazole-5-carbonyl chloride ClC1=NN(C(=C1)C(=O)Cl)C1=NC=CC=C1Cl